NNCCCCCCCNN diaminoheptamethylenediamine